O[C@@H](C)C=1N(C=CN1)CC1=NOC(=C1)C1=CC=C(C=C1)C#CC=1C=CC(=NC1)COCCC#N (S)-3-((5-((4-(3-((2-(1-hydroxyethyl)-1H-imidazol-1-yl)methyl)isoxazol-5-yl)phenyl)ethynyl)pyridin-2-yl)methoxy)propanenitrile